dipropenyl-cinnamyl alcohol C(=CC)C(C=CC1=CC=CC=C1)(C=CC)O